[C@@H]12CN(C[C@H]2CC1)C1=C(C(=O)NC2=CC(=NC=C2)S(N)(=O)=O)C=C(C=N1)C(F)(F)F 2-((1r,5s)-3-azabicyclo[3.2.0]hept-3-yl)-N-(2-sulfamoylpyridin-4-yl)-5-(trifluoromethyl)nicotinamide